Methyl TertButyl Ether C(C)(C)(C)OC